N[C@](C)(C1CC1)C1=C2C=C(N=CC2=C(N=C1)OC1CC1)NC1=CC=C2C(=N1)CC(OC2=O)(C)C R-2-((5-(1-amino-1-cyclopropylethyl)-8-cyclopropoxy-2,7-naphthyridin-3-yl)amino)-7,7-dimethyl-7,8-dihydro-5H-pyrano[4,3-b]pyridin-5-one